2,2-difluoro-N,N-dimethyl-1-(5,6,7,8-tetrahydro-4H-pyrazolo[1,5-a][1,4]diazepin-2-yl)ethanamine FC(C(N(C)C)C1=NN2C(CNCCC2)=C1)F